1-[5-(Benzyloxy)-2-nitrophenyl]methanamine C(C1=CC=CC=C1)OC=1C=CC(=C(C1)CN)[N+](=O)[O-]